C(CC1=CC=CC=C1)NC(C)=O N-phenethylacetamide